4-amino-N-(4-(2-(dimethylamino)-2-oxoethyl)phenyl)-7-(piperidin-3-yl)pyrrolo[2,1-f][1,2,4]triazine-5-carboxamide NC1=NC=NN2C1=C(C=C2C2CNCCC2)C(=O)NC2=CC=C(C=C2)CC(=O)N(C)C